tris(1,3-diisopropyltriazene) indium [In].C(C)(C)N=NNC(C)C.C(C)(C)N=NNC(C)C.C(C)(C)N=NNC(C)C